C1(CC1)COC=1C=CC(=C(C1)N1CCN(CC1)CC=1SC2=C(N1)C=CC=C2)C=2N=NNN2 2-[[4-[5-(cyclopropylmethoxy)-2-(2H-tetrazol-5-yl)phenyl]piperazin-1-yl]methyl]-1,3-benzothiazole